2-((3-Chloro-2-formylphenyl)amino)-2-oxoethyl acetate C(C)(=O)OCC(=O)NC1=C(C(=CC=C1)Cl)C=O